[4-[[2-Methylsulfonyl-4-(trifluoromethoxy)phenyl]methoxy]-1-piperidyl]-[(3S)-3-(1H-1,2,4-triazol-5-yl)pyrrolidin-1-yl]methanone CS(=O)(=O)C1=C(C=CC(=C1)OC(F)(F)F)COC1CCN(CC1)C(=O)N1C[C@H](CC1)C1=NC=NN1